ClC1=CC=C(C=C1)C1CNC2CCCCC12 3-(4-chlorophenyl)-2,3,3a,4,5,6,7,7a-octahydro-1H-indole